5-(benzyloxy)-8-ethyl-2-(3-methyl-1-benzofuran-2-yl)quinoline-4-carbonyl chloride C(C1=CC=CC=C1)OC1=C2C(=CC(=NC2=C(C=C1)CC)C=1OC2=C(C1C)C=CC=C2)C(=O)Cl